2'-methylacetanilide CC1=C(NC(C)=O)C=CC=C1